7-fluoro-1-methyl-2-(4-(methylsulfonyl)phenyl)-6-(1-(8-(oxetan-3-yl)-8-azabicyclo[3.2.1]oct-3-yl)piperidin-4-yl)-1H-benzo[d]imidazole FC1=C(C=CC2=C1N(C(=N2)C2=CC=C(C=C2)S(=O)(=O)C)C)C2CCN(CC2)C2CC1CCC(C2)N1C1COC1